4-(3-(1-cyclopropyl-1H-pyrazol-4-yl)-6-(3,5-dimethylisoxazol-4-yl)-1H-pyrrolo[3,2-b]pyridin-1-yl)-3,5-diethoxybenzoic acid C1(CC1)N1N=CC(=C1)C1=CN(C=2C1=NC=C(C2)C=2C(=NOC2C)C)C2=C(C=C(C(=O)O)C=C2OCC)OCC